ClC=1C=C2C(=CC1)NC(C21CCN(CC1)C[C@@H](C)O)=O 5-chloro-1'-[(2R)-2-hydroxypropyl]-1,2-dihydrospiro[indole-3,4'-piperidin]-2-one